C(C)(=O)N1CCC(CC1)C1=CC(=C2C(=NC=NN21)N)C2=CC=C(C=C2)NC(=O)C=2C(N(C=CC2)C2=CC=CC=C2)=O N-{4-[7-(1-acetylpiperidin-4-yl)-4-aminopyrrolo[2,1-f][1,2,4]triazin-5-yl]phenyl}-2-oxo-1-phenyl-1,2-dihydropyridine-3-carboxamide